C1(=CC=CC=C1)C1=NC(=NC(=N1)C1=CC=CC=C1)C=1C=C(C=CC1)C1=CC2=C(C=C1)N1C(SC3=C(C1=O)C=CC(=C3)C3=CC=CC=C3)=N2 8-[3-(4,6-Diphenyl-1,3,5-triazin-2-yl)phenyl]-3-phenyl-benzimidazolo[2,1-b][1,3]benzothiazin-12-on